N-(2-(5-(2-((8-chloro-6-(trifluoromethyl)-[1,2,4]triazolo[4,3-a]pyridin-3-yl)thio)acetyl)thiophen-2-yl)ethyl)acetamide ClC=1C=2N(C=C(C1)C(F)(F)F)C(=NN2)SCC(=O)C2=CC=C(S2)CCNC(C)=O